5-bromo-3-(pyridin-3-yl)-1-tosyl-1H-pyrrolo[2,3-b]pyridine BrC=1C=C2C(=NC1)N(C=C2C=2C=NC=CC2)S(=O)(=O)C2=CC=C(C)C=C2